2-bromo-3-fluoro-6-nitrobenzene-1-carbaldehyde BrC1=C(C(=CC=C1F)[N+](=O)[O-])C=O